3-Butyl-7-methoxy-2-(4-methoxybenzyl)-3-methyl-5-phenyl-2,3,4,5-tetrahydro-1,2,5-benzothiadiazine-8-carboxylic acid methyl ester 1,1-dioxide COC(=O)C=1C(=CN(C2CC(N(S(C21)(=O)=O)CC2=CC=C(C=C2)OC)(C)CCCC)C2=CC=CC=C2)OC